4-methacryloyloxy-4'-methoxybenzophenone C(C(=C)C)(=O)OC1=CC=C(C(=O)C2=CC=C(C=C2)OC)C=C1